cis-3-tert-butyl 1-(9H-fluoren-9-ylmethyl) 2-[4-(cyclopentylamino) phenyl]-2,3,4,4a,5,6,7,7a-octahydrocyclopenta[b]pyridine-1,3-dicarboxylate C1(CCCC1)NC1=CC=C(C=C1)C1C(CC2C(N1C(=O)OCC1C3=CC=CC=C3C=3C=CC=CC13)CCC2)C(=O)OC(C)(C)C